(5R)-N-[(3S)-9-Fluoro-2-oxo-5-phenyl-1,3-dihydro-1,4-benzodiazepin-3-yl]-2-(2-fluoro-4-sulfamoylphenyl)-5-methyl-6,7-dihydro-5H-pyrazolo[5,1-b][1,3]oxazine-3-carboxamide FC1=CC=CC=2C(=N[C@@H](C(NC21)=O)NC(=O)C=2C(=NN1C2O[C@@H](CC1)C)C1=C(C=C(C=C1)S(N)(=O)=O)F)C1=CC=CC=C1